[C@]12(C(=O)C[C@H](CC1)C2(C)C)C trans-camphor